4-(3-((2-((2-ethyl-4-(1-methylpiperidin-4-yl)phenyl)amino)-5-(trifluoromethyl)pyrimidin-4-yl)amino)propyl)-1,4-oxazepan-5-one C(C)C1=C(C=CC(=C1)C1CCN(CC1)C)NC1=NC=C(C(=N1)NCCCN1CCOCCC1=O)C(F)(F)F